2-[2-[4-[(3S)-3-(5-carbamoyl-3-pyridinyl)isoxazolidine-2-carbonyl]-1-piperidinyl]-5-fluoro-pyrimidin-4-yl]oxyacetic acid C(N)(=O)C=1C=C(C=NC1)[C@H]1N(OCC1)C(=O)C1CCN(CC1)C1=NC=C(C(=N1)OCC(=O)O)F